(2-ethylbutoxy)-2,2-diphenylacetic acid C(C)C(COC(C(=O)O)(C1=CC=CC=C1)C1=CC=CC=C1)CC